ClC1=CC(=C(COC2=CC=CC(=N2)C2CCN(CC2)CC2=NC3=C(N2CC2=NN=CN2CC)C=C(C=C3)C(=O)O)C=C1)F 2-[(4-{6-[(4-chloro-2-fluorobenzyl)oxy]pyridin-2-yl}piperidin-1-yl)methyl]-1-[(4-ethyl-4H-1,2,4-triazol-3-yl)methyl]-1H-benzimidazole-6-carboxylic acid